2-Chloro-4-fluoro-N-methyl-N-[(3R)-1-oxa-8-azaspiro[4.5]decan-3-yl]benzenesulfonamide hydrochloride salt Cl.ClC1=C(C=CC(=C1)F)S(=O)(=O)N([C@H]1COC2(C1)CCNCC2)C